anthracenylmethyl-ammonium ethyl-methacrylate chloride [Cl-].C(C)OC(C(=C)C)=O.C1(=CC=CC2=CC3=CC=CC=C3C=C12)C[NH3+]